tert-butyl 3,3-difluoro-4-(4-nitrophenyl)piperidine-1-carboxylate FC1(CN(CCC1C1=CC=C(C=C1)[N+](=O)[O-])C(=O)OC(C)(C)C)F